1-amyl-3-methylimidazole bis(trifluoromethanesulfonyl)imide salt [N-](S(=O)(=O)C(F)(F)F)S(=O)(=O)C(F)(F)F.C(CCCC)N1CN(C=C1)C